(8-amino-2-(pyrazolo[1,5-a]pyridin-7-ylmethyl)-5-(pyrimidin-4-yl)-[1,2,4]triazolo[1,5-a]pyrazin-6-yl)benzonitrile NC=1C=2N(C(=C(N1)C1=C(C#N)C=CC=C1)C1=NC=NC=C1)N=C(N2)CC2=CC=CC=1N2N=CC1